6-fluoro-2-{4-[(morpholin-4-yl)methyl]anilino}-3-phenylquinazolin-4(3H)-one FC=1C=C2C(N(C(=NC2=CC1)NC1=CC=C(C=C1)CN1CCOCC1)C1=CC=CC=C1)=O